FC=1C=C2NCC(NC2=CC1)=O 6-FLUORO-3,4-DIHYDRO-QUINOXALIN-2(1H)-ONE